ClC1=CC=C(C=C1)C1=CC(=NN1C=1N=NC(=CC1)C)N1CCNCC1 3-[5-(4-chlorophenyl)-3-piperazin-1-yl-pyrazol-1-yl]-6-methyl-pyridazine